N,N-bis(2-acetoxyethyl)-2-[(2-oxotetrahydrofuran-3-yl)oxycarbonyl]ethylamine C(C)(=O)OCCN(CCOC(C)=O)CCC(=O)OC1C(OCC1)=O